(4R)-4-Cyano-N-[[4-[(E)-1,2-difluoro-2-phenyl-vinyl]-2-pyridyl]methyl]-4-methyl-isochromane-carboxamide C(#N)[C@@]1(COC(C2=CC=CC=C12)C(=O)NCC1=NC=CC(=C1)/C(=C(/C1=CC=CC=C1)\F)/F)C